N[C@H](C(=O)[O-])CCCC(=O)[O-] (2S)-2-aminoadipate